(1r,2s)-2-(1H-indazol-6-yl)-5'-methoxyspiro[cyclopropane-1,3'-indolin]-2'-one N1N=CC2=CC=C(C=C12)[C@@H]1C[C@@]12C(NC1=CC=C(C=C21)OC)=O